5-(3-(4-((3-(hydroxymethyl)-5-(trifluoromethyl)benzyl)amino)butoxy)azetidin-1-yl)benzo[c][2,6]naphthyridine-8-carboxamide OCC=1C=C(CNCCCCOC2CN(C2)C2=NC3=C(C4=CN=CC=C24)C=CC(=C3)C(=O)N)C=C(C1)C(F)(F)F